NC1=CC=C(CN2N=C3C=C(C=C(C3=C2)S(N)(=O)=O)NC(CC2=C(C=CC=C2)Cl)=O)C=C1 N-(2-(4-aminobenzyl)-4-sulfamoyl-2H-indazol-6-yl)-2-(2-chlorophenyl)acetamide